CN1CC(=NC2=CC=CC=C12)SC1=CC=CC=C1 1-methyl-3-(phenylthio)quinoxaline